2-[4-[4-ethyl-N-methyl-3-(4-methylpiperazin-1-yl)anilino]phenoxy]pyrido[3,4-d]pyrimidin-4-ol C(C)C1=C(C=C(N(C)C2=CC=C(OC=3N=C(C4=C(N3)C=NC=C4)O)C=C2)C=C1)N1CCN(CC1)C